8-methyl-8-aza-9-palladatricyclo[8.4.0.02,7]tetradeca-1(14),2(7),3,5,10,12-hexaen-9-yl methanesulfonate CS(=O)(=O)O[Pd]1N(C=2C=CC=CC2C2=CC=CC=C12)C